6-(4-(4-(2,6-dioxopiperidin-3-yl)-3,5-difluorophenyl)piperidin-1-yl)nicotinaldehyde O=C1NC(CCC1C1=C(C=C(C=C1F)C1CCN(CC1)C1=NC=C(C=O)C=C1)F)=O